rac-1-((3as,6ar)-1,1-dimethyl-5-(6-(trifluoromethyl)imidazo[1,5-a]pyridin-8-yl)hexahydropyrrolo[3,4-c]pyrrol-2(1H)-yl)ethanone CC1(N(C[C@H]2[C@@H]1CN(C2)C=2C=1N(C=C(C2)C(F)(F)F)C=NC1)C(C)=O)C |r|